5-(4,5-dichloro-1H-imidazol-1-yl)-1-ethyl-6-(2,4,6-trifluorophenyl)-3,4-dihydropyridin-2(1H)-one ClC=1N=CN(C1Cl)C=1CCC(N(C1C1=C(C=C(C=C1F)F)F)CC)=O